1-(3-(2-(dimethylamino)ethyl)benzyl)-[3,4'-bipyridyl]-6(1H)-one CN(CCC=1C=C(CN2C=C(C=CC2=O)C2=CC=NC=C2)C=CC1)C